2-((4-(4,4-dimethylcyclohexyl)phenyl)amino)-2-methylpropanoic acid CC1(CCC(CC1)C1=CC=C(C=C1)NC(C(=O)O)(C)C)C